C1(=CC=CC=C1)S(=O)(=O)O.O=C1N(CC2=C3C(=CC=C12)C1(CCNCC1)CO3)[C@@H]3C(NC(CC3)=O)=O (3S)-3-(6-Oxospiro[2,8-Dihydrofuro[2,3-e]Isoindole-3,4'-Piperidine]-7-Yl)Piperidine-2,6-Dione Benzenesulfonate